N-[(4-cyclopropyl-3-fluorophenyl)(phenyl)methyl]-1-{2-[(dimethylcarbamoyl)amino]acetyl}-4-fluoropyrrolidine-2-carboxamide C1(CC1)C1=C(C=C(C=C1)C(NC(=O)C1N(CC(C1)F)C(CNC(N(C)C)=O)=O)C1=CC=CC=C1)F